2'-chloro-5'-methoxy-N-(6-methoxy-[1,3]thiazolo[4,5-b]pyrazin-2-yl)-6-methyl-[4,4'-bipyridine]-3-carboxamide ClC1=NC=C(C(=C1)C1=C(C=NC(=C1)C)C(=O)NC=1SC=2C(=NC=C(N2)OC)N1)OC